2-(4,4-difluoroazepan-1-yl)-N-(3-methanesulfinylphenyl)-7-(trifluoromethyl)quinoline-3-carboxamide FC1(CCN(CCC1)C1=NC2=CC(=CC=C2C=C1C(=O)NC1=CC(=CC=C1)S(=O)C)C(F)(F)F)F